ClC=1C(=NC=CC1)N1N=C(CC1C(=O)OCC)OS(=O)(=O)C ethyl 1-(3-chloropyridin-2-yl)-3-((methyl sulfonyl) oxy)-4,5-dihydro-1H-pyrazole-5-carboxylate